3-(isoquinolin-4-yl)-6-(trifluoromethyl)pyrido[2,3-d]pyrimidine-2,4(1H,3H)-dione C1=NC=C(C2=CC=CC=C12)N1C(NC2=C(C1=O)C=C(C=N2)C(F)(F)F)=O